Benzyl (2R)-2-(3-methoxy-2-methyl-phenyl)-3-oxo-pyrrolidine-1-carboxylate COC=1C(=C(C=CC1)[C@H]1N(CCC1=O)C(=O)OCC1=CC=CC=C1)C